C1(CC1)C=1N=CN(C1)C=1C(=CC(=C(C(=O)NC2=NC(=CC=C2)C2=NN=C3COCCN32)C1)F)C 5-(4-cyclopropyl-1H-imidazol-1-yl)-N-(6-(5,6-dihydro-8H-[1,2,4]triazolo[3,4-c][1,4]oxazin-3-yl)pyridin-2-yl)-2-fluoro-4-methylbenzamide